Tris-histidine-HCl Cl.N[C@@H](CC1=CNC=N1)C(=O)O.N[C@@H](CC1=CNC=N1)C(=O)O.N[C@@H](CC1=CNC=N1)C(=O)O